C(C)(C)(C)OC(=O)OC1=C(C(=O)OC(C)(C)C)C(=CC=C1B1O[C@@]2(C(O1)C[C@@H]1C([C@H]2C1)(C)C)C)COC1CC1 tert-butyl 2-((tert-butoxycarbonyl)oxy)-6-(cyclopropyloxymethyl)-3-((3aS,4R,6R)-3a,5,5-trimethylhexahydro-4,6-methanobenzo[d][1,3,2]dioxaborolan-2-yl)benzoate